C(=C)SC1=CC=CC2=C(C=CC=C12)SC=C 1,5-bis(ethenylthio)-naphthalene